tert-butyl (3R,4R)-4-(4-(3-(2,6-bis(benzyloxy)pyridin-3-yl)-1-methyl-1H-indazol-7-yl)piperazine-1-carbonyl)-3-methylpiperidine-1-carboxylate C(C1=CC=CC=C1)OC1=NC(=CC=C1C1=NN(C2=C(C=CC=C12)N1CCN(CC1)C(=O)[C@H]1[C@H](CN(CC1)C(=O)OC(C)(C)C)C)C)OCC1=CC=CC=C1